2-(ethoxymethyl)-5-phenyl-1H-imidazole-4-carboxylic acid benzyl ester C(C1=CC=CC=C1)OC(=O)C=1N=C(NC1C1=CC=CC=C1)COCC